1-chloro-2,3-dimethylbenzene ClC1=C(C(=CC=C1)C)C